FC1=CC=C(C=C1)C1(CCC1)NC([C@H]1NCCC1)C (2S)-N-[1-(4-fluorophenyl)cyclobutyl]-α-methyl-2-pyrrolidinemethanamine